7-(8-fluoro-5H-imidazo[5,1-a]isoindol-5-yl)-5,6,7,8-tetrahydroisoquinolin-8-ol FC1=CC=C2C(N3C(C2=C1)=CN=C3)C3CCC=1C=CN=CC1C3O